CC1=C(C(=O)N)C=C(C=C1)C[C@@H]1CC[C@H](CC1)C(=O)N1OCC[C@H]1C1=CC=C(C=C1)C trans-2-methyl-5-[[4-[(3S)-3-(p-tolyl)isoxazolidine-2-carbonyl]cyclohexyl]methyl]benzamide